2-[4-(hydroxydiphenylmethyl)piperidine-1-carbonyl]benzaldehyde OC(C1CCN(CC1)C(=O)C1=C(C=O)C=CC=C1)(C1=CC=CC=C1)C1=CC=CC=C1